4,4-dimethyl-5-octenoic acid CC(CCC(=O)O)(C=CCC)C